CN(C(=N)NC(=N)N)C 1,1-dimethyl-biguanide